N1=C(C=CC(=C1)[C@H](C(=O)NC1=NC=C(C(=C1)C1=C2N(N=C1)CC(C2)(C)C)Cl)C)C=2C=NC=CC2 (R)-2-([2,3'-bipyridin]-5-yl)-N-(5-chloro-4-(5,5-dimethyl-5,6-dihydro-4H-pyrrolo[1,2-b]pyrazol-3-yl)pyridin-2-yl)propionamide